CCC(C(=O)[O-])(C)OC=O methyl-formyloxyisobutyrate